(S)-3-(4-(tert-Butyl)-6-methylpyridin-2-yl)-N-(3-chloro-4-fluorophenyl)-N-methyl-2-oxooxazolidine-4-carboxamide C(C)(C)(C)C1=CC(=NC(=C1)C)N1C(OC[C@H]1C(=O)N(C)C1=CC(=C(C=C1)F)Cl)=O